F[C@@H]1CNC[C@@H](C1)F (3S,5R)-3,5-difluoropiperidin